1-(5-chloro-3-fluoropyridin-2-yl)-4-(4-chlorobenzyl)-3-isopropylpiperazine-2,5-dione ClC=1C=C(C(=NC1)N1C(C(N(C(C1)=O)CC1=CC=C(C=C1)Cl)C(C)C)=O)F